OC=1C=C(C=CC1C(=O)OC)C1=CC=C(C=C1)[C@H](C)NC1=NC=CC(=N1)NS(=O)(=O)C1=CC=C(C=C1)[N+](=O)[O-] methyl (S)-3-hydroxy-4'-(1-((4-((4-nitrophenyl) sulfonylamino) pyrimidin-2-yl) amino) ethyl)-[1,1'-biphenyl]-4-carboxylate